C(#N)C1=C(N=C(S1)NC=1C(=NN2C1C=C(C(=C2)F)N2CCN(CC2)C(=O)OC(C)(C)C)CC)C2=CC=C(C=C2)F tert-butyl 4-(3-((5-cyano-4-(4-fluorophenyl)thiazol-2-yl)amino)-2-ethyl-6-Fluoropyrazolo[1,5-a]pyridin-5-yl)piperazine-1-carboxylate